2-(2-(cyclopropanesulfonylamino)thiazol-4-yl)-N-methyl-N-(4-(pyridin-3-yl)phenyl)butanamide C1(CC1)S(=O)(=O)NC=1SC=C(N1)C(C(=O)N(C1=CC=C(C=C1)C=1C=NC=CC1)C)CC